COC(=O)[C@H]1[C@H](C1)CO cis-2-(hydroxymethyl)cyclopropane-1-carboxylic acid methyl ester